methyl α-methallyloxymethylacrylate C(C(C)=C)OCC(C(=O)OC)=C